3-(2-(2-chloro-5-cyanophenyl)-5,7-difluoro-4-oxo-1,4-dihydroquinolin-6-yl)propanoic acid ClC1=C(C=C(C=C1)C#N)C=1NC2=CC(=C(C(=C2C(C1)=O)F)CCC(=O)O)F